ClC1=C(C(=CC=C1)C)NC(=O)C1=CN=C(S1)NC1=NC(=NC(=C1)N1CCN(CC1)CCO)C N-(2-chloro-6-methylphenyl)((6-(4-(2-hydroxyethyl)piperazin-1-yl)-2-methylpyrimidin-4-yl)amino)thiazole-5-carboxamide